FC1=CC2=C(NC(=N2)CCNCCC=2OC=C(N2)C(=O)NCC2=NC=CC=C2F)C=C1 2-(2-{[2-(5-fluoro-1H-1,3-benzodiazol-2-yl)ethyl]amino}ethyl)-N-[(3-fluoropyridin-2-yl)methyl]-1,3-oxazole-4-carboxamide